N1=C(C=CC=C1)CNCC=1C=C(OCCCCNC(C(F)(F)F)=O)C=C(C1)CNCC1=NC=CC=C1 N-(4-(3,5-bis(((pyridin-2-ylmethyl)amino)methyl)phenoxy)butyl)-2,2,2-trifluoroacetamide